ClC1=CC2=C(C(=N1)CN(C(OC(C)(C)C)=O)C)CN(C2=O)C2=NC(=CC=C2)C2=NN=CN2CC tert-butyl ({6-chloro-2-[6-(4-ethyl-4H-1,2,4-triazol-3-yl)pyridin-2-yl]-1-oxo-2,3-dihydro-1H-pyrrolo[3,4-c]pyridin-4-yl}methyl)methylcarbamate